2-aminoethyl (S)-2-(1-((4'-(1,1,1,3,3,3-hexafluoro-2-hydroxypropan-2-yl)-[1,1'-biphenyl]-4-yl)methyl)-4-(pyridin-4-ylmethyl)piperazin-2-yl)acetate FC(C(C(F)(F)F)(O)C1=CC=C(C=C1)C1=CC=C(C=C1)CN1[C@H](CN(CC1)CC1=CC=NC=C1)CC(=O)OCCN)(F)F